SC(CC(=O)O)C.SC(CC(=O)O)C.OCCSSCCO hydroxyethyl disulfide bis(3-mercaptobutyrate)